NC1=C(N=CC2=C(C(=CC=C12)F)C1=C(N=C(S1)C)C)C(=O)NCCC 4-amino-8-(2,4-dimethylthiazol-5-yl)-7-fluoro-N-propylisoquinoline-3-carboxamide